5-bromomethylpyridine-2,3-dicarboxylic acid BrCC=1C=C(C(=NC1)C(=O)O)C(=O)O